N[C@H]1C[C@H](N(CC1)C(=O)N1CC2(CCCC2)C(CC1)CN1C(C=C(C=C1)C)=O)C1=CC=CC=C1 1-((7-((2S,4R)-4-Amino-2-phenylpiperidine-1-carbonyl)-7-azaspiro[4.5]decan-10-yl)methyl)-4-methylpyridin-2(1H)-one